N=1C=C(N2C1C=CC=C2)C(=O)N2CC1=C(C(C2)C)C(=CS1)C(=O)NC1=CC(=CC=C1)C(F)(F)F 6-(imidazo[1,2-a]pyridine-3-carbonyl)-4-methyl-N-(3-(trifluoromethyl)phenyl)-4,5,6,7-tetrahydrothieno[2,3-c]pyridine-3-carboxamide